ClC1=NC(=NC(=C1)Cl)N1N=C(C=C1)C(F)(F)F 4,6-dichloro-2-(3-(trifluoromethyl)-1H-pyrazol-1-yl)pyrimidine